trimethyl-boranetriamine CNB(NC)NC